1,2,2,6,6-pentamethyl-4-piperidyl-methacrylate CN1C(CC(CC1(C)C)OC(C(=C)C)=O)(C)C